CON(C(=O)[C@]1(N(CCC1)C(=O)OC(C)(C)C)C)C (S)-tert-butyl 2-(methoxy(methyl)carbamoyl)-2-methylpyrrolidine-1-carboxylate